C(C1=CC=CC=C1)OC(=O)NC1CCC=2C=C(N=CC2C1)N1CCN(CC1)C(=O)OC(C)(C)C Tert-Butyl 4-(7-[[(benzyloxy)carbonyl]amino]-5,6,7,8-tetrahydroisoquinolin-3-yl)piperazine-1-carboxylate